N-[(2R,3R,4R,5R,6R)-2-ethynyl-4,5-dihydroxy-6-(hydroxymethyl)tetrahydropyran-3-yl]acetamide C(#C)[C@H]1O[C@@H]([C@@H]([C@@H]([C@H]1NC(C)=O)O)O)CO